Methyl 4-bromo-2-[(tert-butoxycarbonyl)amino]benzoate BrC1=CC(=C(C(=O)OC)C=C1)NC(=O)OC(C)(C)C